2-cyclopropylbenzo[d]oxazole C1(CC1)C=1OC2=C(N1)C=CC=C2